C1(CCC1)C1CCN(CC1)S(=O)(=O)C1=CC=C(C=C1)NC(C1=C(C=CC(=C1)I)N(S(=O)(=O)C)C)=O N-(4-((4-Cyclobutylpiperidin-1-yl)sulfonyl)phenyl)-5-iodo-2-(N-methylmethylsulfonamido)benzamide